4-(2-((1-methyl-1H-indol-3-yl)methylene)-3,7-dioxo-2,3,8,9-tetrahydro-7H-furo[2,3-f]chromen-9-yl)benzoic acid CN1C=C(C2=CC=CC=C12)C=C1C(C=2C(=C3C(CC(OC3=CC2)=O)C2=CC=C(C(=O)O)C=C2)O1)=O